5-bromo-7-(4-methoxybenzyl)imidazo[1,5-a]pyrazin-8(7H)-one BrC1=CN(C(C=2N1C=NC2)=O)CC2=CC=C(C=C2)OC